C(C)(=O)NC1=CC=C(C=C1)S(=O)(=O)N=[N+]=[N-] 4-acetamidobenzenesulfonyl azide